(2R,3R,4S,5S)-2-(4-aminopyrrolo[2,3-d]pyrimidin-7-yl)-5-[(1R,4S)-6-chloro-4-fluoro-isochroman-1-yl]tetrahydrofuran-3,4-diol NC=1C2=C(N=CN1)N(C=C2)[C@@H]2O[C@@H]([C@H]([C@H]2O)O)[C@@H]2OC[C@H](C1=CC(=CC=C21)Cl)F